9-(2-amino-6-((tetrahydro-2H-pyran-4-yl)oxy)pyrimidin-4-yl)-1-(3,4-difluorophenyl)-4-hydroxy-1,9-diazaspiro[5.5]undecan-2-one NC1=NC(=CC(=N1)N1CCC2(CC(CC(N2C2=CC(=C(C=C2)F)F)=O)O)CC1)OC1CCOCC1